4'-methyl-4-[(4-pent-(3E)-enyl)cyclohex-1-enyl]biphenyl CC1=CC=C(C=C1)C1=CC=C(C=C1)C1=C(CCCC1)/C(=C/CC)/C